C(C)(C)(C)C(C(=O)OCCN1CC2(CCC(C1)C2)NC2=C(C=CC(=C2)Br)[N+](=O)[O-])OCCOCCOCCOCCN 2-{1-[(5-bromo-2-nitrophenyl)amino]-3-azabicyclo[3.2.1]octan-3-yl}ethanol tert-butyl-2-[2-[2-[2-(2-aminoethoxy)ethoxy]ethoxy]ethoxy]acetate